[3-[2-[[2-(tert-butylcarbamoyl)-4-pyridinyl]amino]-2-oxo-ethyl]-4-methoxy-phenyl]propionic acid C(C)(C)(C)NC(=O)C1=NC=CC(=C1)NC(CC=1C=C(C=CC1OC)C(C(=O)O)C)=O